NC(C(=O)N1CC(C1)OC1=C(C=2O[B-](CCC2C=C1)(O)O)C(=O)O)C=1N=C(NC1)C 8-({1-[amino(2-methyl-1H-imidazol-4-yl)acetyl]azetidin-3-yl}oxy)-4,4-dihydroxy-5-oxa-4-boranuidabicyclo[4.4.0]deca-1(6),7,9-triene-7-carboxylic acid